FC1=C(C=C(N(C(=O)C=2C=CC=3N(C2)C(=CN3)C=3C=NC(=CC3)NC(=O)OC)CC(=O)OC)C=C1)OC methyl 2-(4-fluoro-3-methoxy-N-[3-[6-(methoxycarbonyl-amino)-3-pyridyl]imidazo[1,2-a]pyridine-6-carbonyl]anilino)acetate